CN(CCCNC1=CC(=NC2=CC=CC=C12)C1=CC=C(C=C1)N1CC(N(CC1)C)=O)C 4-(4-(4-((3-(dimethylamino)propyl)amino)quinolin-2-yl)phenyl)-1-methylpiperazin-2-one